CC1(C[C@@H](C2=CC=CC=C12)N)C (S)-3,3-dimethyl-2,3-dihydro-1H-inden-1-amine